[Zn+2].ClC=1C=CC(=C(C1)[N+]#N)C 5-chloro-2-methylbenzenediazonium zinc salt